diethyl 2,2,16,16-tetramethyl-9-oxoheptadecanedioate CC(C(=O)OCC)(CCCCCCC(CCCCCCC(C(=O)OCC)(C)C)=O)C